C(C=C)OC([C@H](C[C@H](CC1=CC=CC=C1)NC(=O)C=1N=C(SC1)[C@@H](C[C@H](C(C)C)N(C([C@H]([C@H](CC)C)N)=O)C)OCC)C)=O (2S,4R)-allyl-4-(2-((1R,3R)-3-((2S,3S)-2-amino-N,3-dimethyl-pentanamido)-1-ethoxy-4-methylpentyl)thiazole-4-carboxamido)-2-methyl-5-phenylpentanoate